2-(4-methoxyphenyl)furan COC1=CC=C(C=C1)C=1OC=CC1